C(C)(C)(C)OC(=O)N1C[C@H](N(CC1)CCC1=CC2=C(N(C(N2C)=O)C2C(NC(CC2)=O)=O)C=C1)C(=O)O (2S)-4-tert-butoxycarbonyl-1-[2-[1-(2,6-dioxo-3-piperidyl)-3-methyl-2-oxo-benzimidazol-5-yl]ethyl]piperazine-2-carboxylic acid